C(C=CC)(=O)F butenoyl fluoride